FC1(CC=C(CC1)C=1C=CC=C2C=C(C=NC12)C(=O)OC)F methyl 8-(4,4-difluorocyclohex-1-en-1-yl)quinoline-3-carboxylate